C(#N)C=1C=C(C=CC1)NC(C1=C(C=CC=C1)OC1=C(C=C(C=C1)F)C)=O N-(3-cyanophenyl)-2-(4-fluoro-2-methylphenoxy)benzamide